3,3-Difluorocyclobutyl 5-chloro-2-((pyrazolo[1,5-a]pyrimidine-3-carboxamido)methyl)benzofuran-7-carboxylate ClC=1C=C(C2=C(C=C(O2)CNC(=O)C=2C=NN3C2N=CC=C3)C1)C(=O)OC1CC(C1)(F)F